6-(2-(piperidin-4-ylmethoxy)pyrimidin-5-yl)-2H-benzo[d][1,3]oxathiole 3,3-dioxide N1CCC(CC1)COC1=NC=C(C=N1)C1=CC2=C(S(CO2)(=O)=O)C=C1